3,4-difluoro-2-methoxy-phenol FC=1C(=C(C=CC1F)O)OC